NC1=C(C=C(C(=O)NC=2C(N(C=CC2)C(C(=O)NN(CC(=O)OC(C)(C)C)C(\C=C\C(=O)NCC2=CC=CC=C2)=O)C)=O)C=C1)Cl tert-butyl (E)-N-(2-(3-(4-amino-3-chlorobenzamido)-2-oxopyridin-1(2H)-yl)propanamido)-N-(4-(benzylamino)-4-oxobut-2-enoyl)glycinate